COC1=C(C(=CC=C1)OC)C(=O)NNC(=O)C2=CC=CC=C2O The molecule is a carbohydrazide. It has a role as an EC 3.1.26.13 (retroviral ribonuclease H) inhibitor. It derives from a benzohydrazide.